BrC1=C(C=NN1C)O[C@H]1C[C@@H](N(C1)C(=O)OC(C)(C)C)C tertbutyl (2S,4S)-4-((5-bromo-1-methyl-1H-pyrazol-4-yl)oxy)-2-methylpyrrolidine-1-carboxylate